Cl[Si](CCCCCC[Si](Cl)(Cl)Cl)(Cl)Cl 1,6-bis(trichlorosilyl)hexane